C(C)(C)(C)OC(=O)N1C2=C(OCC1)N=CC(=C2C)C=2C=C1C=C(N=CC1=C(C2F)Cl)NC=2C=C1C(OC(C1=CC2)(C)C)=O 7-(8-chloro-3-((1,1-dimethyl-3-oxo-1,3-dihydroisobenzofuran-5-yl)amino)-7-fluoroisoquinolin-6-yl)-8-methyl-2,3-dihydro-1H-pyrido[2,3-B][1,4]oxazine-1-carboxylic acid tert-butyl ester